1-(tert-butyl)-5-fluoro-1H-pyrazole-4-carboxamide C(C)(C)(C)N1N=CC(=C1F)C(=O)N